4,5-dichloro-2-(methylthio)-6-(trifluoromethyl)-pyrimidine ClC1=NC(=NC(=C1Cl)C(F)(F)F)SC